4-acetoxy-3,5-di-tert-butyl-1-(2-propenoxy)benzene C(C)(=O)OC1=C(C=C(C=C1C(C)(C)C)OCC=C)C(C)(C)C